NC(COCCOCC)(C(=O)O)C(=O)O amino-3,6-dioxaoctanedicarboxylic acid